C1NCCC12CCN(CC2)C2=C(C(N(C1=CC(=CC=C21)N(C)CCOC)C)=O)C#N 4-(2,8-Diazaspiro[4.5]dec-8-yl)-7-[(2-methoxyethyl)(methyl)amino]-1-methyl-2-oxo-1,2-dihydroquinoline-3-carbonitrile